cyclohexylsulfonyl-(2,3,4-trimethylphenylsulfonyl)diazomethane ethyl-2-(4-amino-3,5-dimethylphenoxy)acetate C(C)OC(COC1=CC(=C(C(=C1)C)N)C)=O.C1(CCCCC1)S(=O)(=O)C(=[N+]=[N-])S(=O)(=O)C1=C(C(=C(C=C1)C)C)C